FC(C(=O)O)(F)F.COC=1C(=NC=CC1)N1CCN(CC1)C1NCC12CCCC2 [4-(3-methoxypyridin-2-yl)piperazin-1-yl]-2-azaspiro[3.4]octane, trifluoroacetate salt